N1=CC=C(C=C1)N1CCC(CC1)C(=O)OCC(COC(C1=CC(=CC(=C1)C(C)(C)C)C(C)(C)C)=O)COC(CCCCCCC\C=C/C\C=C/CCCCC)=O 3-((3,5-di-tert-butylbenzoyl)oxy)-2-((((9Z,12Z)-octadeca-9,12-dienoyl)oxy)methyl)propyl 1-(pyridin-4-yl)piperidine-4-carboxylate